Tert-butyl (E)-(1-((2-(((4-(3,5-diethoxystyryl)phenoxy)carbonyl)oxy)ethyl) amino)-3-methyl-1-oxobutan-2-yl)carbamate C(C)OC=1C=C(/C=C/C2=CC=C(OC(=O)OCCNC(C(C(C)C)NC(OC(C)(C)C)=O)=O)C=C2)C=C(C1)OCC